FC1=C(C(=CC=C1C=1OC(=NN1)C1=CC=CC=C1)O)N1CC(NS1(=O)=O)=O 5-(2-fluoro-6-hydroxy-3-(5-phenyl-1,3,4-oxadiazol-2-yl)phenyl)-1,2,5-thiadiazolidin-3-one 1,1-dioxide